N-(prop-2-yn-1-yl)-4-(trifluoromethoxy)benzamide C(C#C)NC(C1=CC=C(C=C1)OC(F)(F)F)=O